C1(=CC=C(C=C1)N(C1=C(C=CC=C1)C1=CC=C(C=C1)C1=C(C=CC=C1)N(C1=CC=CC=C1)C1=CC=C(C=C1)C1=CC=CC=C1)C1=CC=CC=C1)C1=CC=CC=C1 2,2''-bis{(biphenyl-4-yl)-phenylamino}-1,1':4',1''-terphenyl